S-Adenosyl-Methionin [C@@H]1([C@H](O)[C@H](O)[C@@H](C[S+](CC[C@H](N)C(=O)O)C)O1)N1C=NC=2C(N)=NC=NC12